NC1=C(C(=CC(=C1)C(C)(C)CC)[N+](=O)[O-])O 2-amino-6-nitro-4-(tert-amyl)phenol